COC1=C(N)C=CC(=C1)S(=O)(=O)C 2-methoxy-4-(methylsulfonyl)aniline